C1(CC1)N1C(N(C=2C(C1=O)=C(N(C(C2C)=O)C)NC2=C(C=C(C=C2)I)F)C=2C=C(C=CC2)NS(=O)(=O)N2CC(CC2)F)=O N-(3-(3-cyclopropyl-5-((2-fluoro-4-iodophenyl)amino)-6,8-dimethyl-2,4,7-trioxo-3,4,6,7-tetrahydropyrido[4,3-d]pyrimidin-1(2H)-yl)phenyl)-3-fluoropyrrolidine-1-sulfonamide